2-(3,5-dimethyl-4H-1,2,4-triazol-4-yl)pyrimidine-5-carbaldehyde CC1=NN=C(N1C1=NC=C(C=N1)C=O)C